3-hydroxy-N6,N6,N6-trimethyl-L-lysine C[N+](C)(C)CCCC([C@@H](C(=O)O)N)O